ClC1=CC=C(C=C1)C1=C(C=C(C=C1)C1=CC=C(C=C1)Cl)C1=CC=C(C=C1)Cl 1,2,4-tris(4-chlorophenyl)benzene